5-Bromo-1-methyl-3-((1'-(oxetan-3-yl)-1',2',3',6'-tetrahydro-[3,4'-bipyridin]-6-yl)amino)pyridin-2(1H)-one BrC=1C=C(C(N(C1)C)=O)NC1=CC=C(C=N1)C=1CCN(CC1)C1COC1